F[C@@H]1C[C@H](N(C1)C(=O)OC(C)(C)C)C(C)O tert-butyl (2S,4R)-4-fluoro-2-(1-hydroxyethyl)pyrrolidine-1-carboxylate